CC1=NN(C2=NC(=NC=C21)N2CCC1(CN(C1)C1=NC(=NC(=C1)C(F)(F)F)C)CC2)C2COC2 7-[3-methyl-1-(oxetan-3-yl)-1H-pyrazolo[3,4-d]pyrimidin-6-yl]-2-[2-methyl-6-(trifluoromethyl)pyrimidin-4-yl]-2,7-diazaspiro[3.5]nonane